(1S,4S)-4-(2-(1-((R)-2-(1,3,4-oxadiazol-2-yl)-2-azaspiro[3.4]octan-6-yl)piperidin-4-yl)phenyl)cyclohexan-1-ol O1C(=NN=C1)N1CC2(C1)C[C@@H](CC2)N2CCC(CC2)C2=C(C=CC=C2)C2CCC(CC2)O